potassium 3-[2-ethoxy-5-methyl-[1,3,2]dioxasilinan-2-yl]propanethiolate C(C)O[Si]1(OCC(CO1)C)CCC[S-].[K+]